C2-iodo-4-nitro-1-(phenylsulfonyl)-1H-indole IC=1N(C2=CC=CC(=C2C1)[N+](=O)[O-])S(=O)(=O)C1=CC=CC=C1